4-chloro-7-((5-methyl-6,7,8,9-tetrahydro-5H-pyrido[3,2-b]azepin-2-yl)amino)-1-oxoisoindoline-2-carboxylic acid tert-butyl ester C(C)(C)(C)OC(=O)N1C(C2=C(C=CC(=C2C1)Cl)NC=1C=CC=2N(CCCCC2N1)C)=O